N-(3-(diethylamino)propyl)-2-(4-(morpholinomethyl)phenyl)benzo[d]imidazo[2,1-b]thiazole-7-carboxamide C(C)N(CCCNC(=O)C1=CC2=C(N3C(S2)=NC(=C3)C3=CC=C(C=C3)CN3CCOCC3)C=C1)CC